FC1=C(C(=CC2=CN(N=C12)C)C1=NC=2C=CN(C(C2C=C1)=O)C1CN(CC1)C(=O)OC(C)(C)C)OCOC Tert-butyl 3-[2-[7-fluoro-6-(methoxymethoxy)-2-methyl-indazol-5-yl]-5-oxo-1,6-naphthyridin-6-yl]pyrrolidine-1-carboxylate